Cl.NC1CCC(CC1)C(=O)N1CCN(CC1)C1=NC=C(C=N1)C(F)(F)F ((1R,4R)-4-aminocyclohexyl)(4-(5-(trifluoromethyl)pyrimidin-2-yl)piperazine-1-yl)methanone hydrochloride